FC(C1=CC=C(C=C1)N=C=S)(F)F 4-(trifluoromethyl)-phenylisothiocyanate